C1(=CC=CC=C1)P(C1=CC=CC=C1)CC(=O)[O-].[Li+] lithium diphenylphosphinoacetate